5-amino-1-tert-butyl-3-(4-nitrophenyl)-1H-pyrazole-4-carboxamide NC1=C(C(=NN1C(C)(C)C)C1=CC=C(C=C1)[N+](=O)[O-])C(=O)N